2-(2'-hydroxy-phenyl)benzotriazole OC1=C(C=CC=C1)N1N=C2C(=N1)C=CC=C2